[Mg].COC1=C(NC2=NC=C(C(=N2)NC2=C(C(=O)NC)C=CC=C2)C(F)(F)F)C=C(C(=C1)C1CCNCC1)C 2-[[2-[2-methoxy-5-methyl-4-(4-piperidyl)anilino]-5-(trifluoromethyl)pyrimidin-4-yl]amino]-N-methyl-benzamide magnesium